1-(4-((4-(Isoindolin-2-ylmethyl)-2-(methylsulfonyl)phenoxy)methyl)piperidin-1-yl)-2-methylpropan-1-one C1N(CC2=CC=CC=C12)CC1=CC(=C(OCC2CCN(CC2)C(C(C)C)=O)C=C1)S(=O)(=O)C